ClC1=CC2=C(N(CCCC2NCCCCC2=CC=NC=C2)C(=O)C2=C(C=C(C=C2)NC(C2=C(C=CC=C2)C)=O)C)C=C1 N-(4-(7-chloro-5-((4-(pyridin-4-yl)butyl)amino)-2,3,4,5-tetrahydro-1H-benzo[b]azepine-1-carbonyl)-3-methylphenyl)-2-methylbenzamide